ClC1=C(C=C(C(=C1)C(CO)(C)C)O)CC(=O)NC1=CC(=NC=C1)C(=O)NC1(CC(C1)(F)F)C 4-[[2-[2-Chloro-5-hydroxy-4-(2-hydroxy-1,1-dimethyl-ethyl)phenyl]acetyl]amino]-N-(3,3-difluoro-1-methyl-cyclobutyl)pyridine-2-carboxamide